CC1=CN=C(S1)NC1=NC(=CC(=C1)CN1CCOCC1)C 5-methyl-N-(6-methyl-4-(morpholinomethyl)pyridin-2-yl)thiazol-2-amine